N-(methyl-d3)-2-((methyl-d3)(2-oxo-4-(o-tolyl)-2H-chromen-7-yl)amino)acetamide C(NC(CN(C1=CC=C2C(=CC(OC2=C1)=O)C1=C(C=CC=C1)C)C([2H])([2H])[2H])=O)([2H])([2H])[2H]